1,3-Bis(isocyanatomethyl)-benzol N(=C=O)CC1=CC(=CC=C1)CN=C=O